(2-((1S,3S,5S)-3-cyano-2-azabicyclo[3.1.0]hex-2-yl)-2-oxoethyl)-6-(1-(trifluoromethyl)cyclopropyl)quinoline-4-carboxamide C(#N)[C@H]1N([C@H]2C[C@H]2C1)C(CC1=NC2=CC=C(C=C2C(=C1)C(=O)N)C1(CC1)C(F)(F)F)=O